C(C(=C)C)(=O)NCC(C)C methacrylamido-2-methyl-propane